N[C@@H](C(=O)NCC(NC=1SC2=C(N1)C=CC(=C2)OC(F)(F)F)=O)CC2=CC=CC=C2 (R)-2-amino-N-(2-oxo-2-((6-(trifluoromethoxy)benzo[d]thiazol-2-yl)amino)ethyl)-3-phenylpropanamide